CN(C)C(CC)O N,N-dimethyl-1-hydroxypropylamine